[F-].C(CCCCCCCCCCC)[NH+]1C=C(C=C1)CCCC 1-dodecyl-3-butylpyrrolium fluoride